OC1CCC(=C2N=CC(=C12)SC(F)(F)F)OC1=C(C#N)C=CC=C1 (7-hydroxy-1-(trifluoromethylsulfanyl)-6,7-dihydro-5H-3-azaindene-4-oxy)benzonitrile